N1=CC=C(C=C1)OC[C@@H]1CN([C@H](O1)C(F)(F)F)C1=CC(=C(C#N)C=C1)C(F)(F)F 4-((2R,5S)-5-((Pyridin-4-yloxy)methyl)-2-(trifluoromethyl)oxazolidin-3-yl)-2-(trifluoromethyl)benzonitril